2-methyltetrahydrofuran 3-chlorobenzyl-(1-hydroxy-7-methyl-1,3-dihydrobenzo[c][1,2]oxaborole-6-carbonyl)-L-valinate ClC=1C=C(CN([C@@H](C(C)C)C(=O)O)C(=O)C=2C=CC3=C(B(OC3)O)C2C)C=CC1.CC1OCCC1